C(C)(C)C1=CC=C(C=C1)C12CN(CC2C1)C(=O)C1CC2(C1)NC(CC2)=O (rac)-(2r,4s)-2-(1-(4-Isopropylphenyl)-3-azabicyclo[3.1.0]hexane-3-carbonyl)-5-azaspiro[3.4]octan-6-one